4-((4-(2-(4-chlorophenoxy)-2-methylpropanoyl)piperazin-1-yl)sulfonyl)benzoic acid ClC1=CC=C(OC(C(=O)N2CCN(CC2)S(=O)(=O)C2=CC=C(C(=O)O)C=C2)(C)C)C=C1